tert-butyl 3-(5-(3-cyano-6-(1-difluoromethyl-1H-pyrazol-4-yl) pyrazolo[1,5-a]pyridin-4-yl) pyrazin-2-yl)-3,6-diazabicyclo[3.1.1]heptane-6-carboxylate C(#N)C=1C=NN2C1C(=CC(=C2)C=2C=NN(C2)C(F)F)C=2N=CC(=NC2)N2CC1N(C(C2)C1)C(=O)OC(C)(C)C